8-((tert-butyldimethylsilyl)oxy)-2-(3-iodophenyl)-2,7,7-trimethyloctanoic acid [Si](C)(C)(C(C)(C)C)OCC(CCCCC(C(=O)O)(C)C1=CC(=CC=C1)I)(C)C